ClC=1C=C(C=C(C1)Cl)N1CCN(CC1)S(=O)(=O)C1=CC=C(C=C1)NC(C1=C(C=CC(=C1)CNCCNCCO)N(S(=O)(=O)C)C)=O N-(4-((4-(3,5-Dichlorophenyl)piperazin-1-yl)sulfonyl)phenyl)-5-(((2-((2-hydroxyethyl)amino)-ethyl)amino)methyl)-2-(N-methylmethylsulfonamido)benzamide